Methyl 4-[3-[2,6-dichloro-4-(2,2-dimethylpiperazin-1-yl)benzoyl]-2,4-dihydro-1,3-benzoxazin-8-yl]-5-fluoro-2-(3-oxa-8-azabicyclo[3.2.1]octan-8-yl)benzoate 2,2,2-trifluoroacetate FC(C(=O)O)(F)F.ClC1=C(C(=O)N2COC3=C(C2)C=CC=C3C3=CC(=C(C(=O)OC)C=C3F)N3C2COCC3CC2)C(=CC(=C1)N1C(CNCC1)(C)C)Cl